4-(6-(5-Chloro-1-methyl-2-oxo-1,2-dihydropyridin-3-yl)-6-(2,5-difluorophenyl)hexa-1,3-diyn-1-yl)-1H-pyrrole ClC=1C=C(C(N(C1)C)=O)C(CC#CC#CC=1C=CNC1)C1=C(C=CC(=C1)F)F